NC1=NC=C(C=N1)NC(=O)NC(C(F)(F)F)C=1N(C2=CC(=CC=C2C1)F)C 1-(2-aminopyrimidin-5-yl)-3-[2,2,2-trifluoro-1-(6-fluoro-1-methylindol-2-yl)ethyl]urea